P12[Se]P([Se][Se]1)[Se][Se]2 phosphorus pentaselenide